C1(=CC=CC=C1)PC1=C(C=CC=C1)C1=C(C=C(C=C1C(C)C)C(C)C)C(C)C phenylphosphino-2',4',6'-triisopropyl-1,1'-biphenyl